ClC=1C=C(C(=NC1)COC1=CC=C2C(=N1)N(C(=N2)C(=O)NC2(CCS(CC2)(=O)=O)C)C)OCC(F)F 5-((5-Chloro-3-(2,2-difluoroethoxy)pyridin-2-yl)methoxy)-3-methyl-N-(4-methyl-1,1-dioxidotetrahydro-2H-thiopyran-4-yl)-3H-imidazo[4,5-b]pyridine-2-carboxamide